BrC1=CC=C(C=C1)C(CO)O 1-(4-bromophenyl)ethane-1,2-diol